(S,E)-methyl 7-(1-(2-(2-adamantylamino)-2-oxoethyl)-2-oxo-1,2-dihydropyridin-3-ylamino)-6-(1-methyl-1H-pyrazole-3-carboxamido)-7-oxohept-2-enoate C12C(C3CC(CC(C1)C3)C2)NC(CN2C(C(=CC=C2)NC([C@H](CC/C=C/C(=O)OC)NC(=O)C2=NN(C=C2)C)=O)=O)=O